tert-butyl (R)-7-(2-(1-methylpiperidin-4-yl) thiazol-5-yl)-2-(3-(2-methylpyrrolidin-1-yl)-5-(N-methylaminosulfonyl) phenyl)-5H-pyrrolo[2,3-b]pyrazine-5-carboxylate CN1CCC(CC1)C=1SC(=CN1)C1=CN(C2=NC=C(N=C21)C2=CC(=CC(=C2)S(=O)(=O)NC)N2[C@@H](CCC2)C)C(=O)OC(C)(C)C